[2H]C1=C(C=2NC3=CC=CC=C3C2C=C1)F deutero-carbazolyl-fluorine